(6R,7aS)-6-(2,3-dichloro-6-methoxyphenyl)-3-oxo-tetrahydro-1H-pyrrolo[1,2-c][1,3]oxazole-1-carboxylic acid ClC1=C(C(=CC=C1Cl)OC)[C@H]1C[C@@H]2N(C(OC2C(=O)O)=O)C1